ethylenediaminetetraacetic acid, Chloride C(CN(CC(=O)Cl)CC(=O)Cl)N(CC(=O)Cl)CC(=O)Cl